CN1CCNCC1 N-METHYLPIPERAZINE